((2-cyclopropyl-2-oxoethyl)amino)benzofuran-2-carboxylic acid ethyl ester C(C)OC(=O)C=1OC2=C(C1NCC(=O)C1CC1)C=CC=C2